2-ethoxy-N-[(3-fluorophenyl)-methyl]-4-(trifluoromethyl)-quinoline-3-carboxylic acid amide C(C)OC1=NC2=CC=CC=C2C(=C1C(=O)NCC1=CC(=CC=C1)F)C(F)(F)F